2-(2,6-dioxo-3-piperidyl)-5-[4-(piperidine-4-carbonyl)piperazin-1-yl]isoindoline-1,3-dione trifluoroacetate FC(C(=O)O)(F)F.O=C1NC(CCC1N1C(C2=CC=C(C=C2C1=O)N1CCN(CC1)C(=O)C1CCNCC1)=O)=O